(S)-2-((4-((2-hydroxy-1-phenylethyl)amino)-5-(3,8-dioxa-1-azaspiro[4.5]dec-1-en-2-yl)pyridin-2-yl)amino)-6,7,7-trimethyl-6,7-dihydro-5H-pyrrolo[3,4-b]pyridin-5-one OC[C@H](C1=CC=CC=C1)NC1=CC(=NC=C1C1=NC2(CO1)CCOCC2)NC2=CC=C1C(=N2)C(N(C1=O)C)(C)C